C(C=C)(=O)N1CC(CC(C1)(F)F)N1N=NC(=C1)C=1C=CC(=NC1)NC(C1=NC(=CC=C1)C1=C(C=NN1)Cl)=O N-(5-(1-(1-acryloyl-5,5-difluoropiperidin-3-yl)-1H-1,2,3-triazol-4-yl)pyridin-2-yl)-6-(4-chloro-1H-pyrazol-5-yl)picolinamide